1,2-bisindenyl-ethane carbon [C].C1(C=CC2=CC=CC=C12)CCC1C=CC2=CC=CC=C12